O1N=CC(=C1)C1=CC(=C2C=NN(C2=C1)C1OCCCC1)NCCOCCC[C@H](C)NC(OC(C)(C)C)=O tert-butyl ((2S)-5-(2-((6-(isoxazol-4-yl)-1-(tetrahydro-2H-pyran-2-yl)-1H-indazol-4-yl)amino)ethoxy)pentan-2-yl)carbamate